S1C(=NC2=C1C=CC=C2)NC2=C(C(=C(N=N2)NC=2SC=C(N2)C(=O)OCC)C)C(C)C ethyl 2-({6-[(1,3-benzothiazol-2-yl)amino]-4-methyl-5-(propan-2-yl)pyridazin-3-yl}amino)-1,3-thiazole-4-carboxylate